(E)-Methyl 3-(3-fluoro-4-nitrophenyl)acrylate FC=1C=C(C=CC1[N+](=O)[O-])/C=C/C(=O)OC